FC1(OC2=C(O1)C=C(C=C2)N(C(C2=C(C=CC(=C2)C(=O)N2CC(CCC2)CO)OC)=O)C2=CC(=C(C=C2)F)C(F)(F)F)F 2,2-difluoro-N-(4-fluoro-3-(trifluoromethyl)phenyl)-6-(5-(3-(hydroxymethyl)piperidine-1-carbonyl)-2-methoxybenzamido)benzo[d][1,3]dioxole